trans-4-[methyl(3-{[(3-methyl-1H-indol-4-yl)methyl]amino}pyrido[2,3-b]pyrazin-6-yl)amino]cyclohexan-1-ol CN([C@@H]1CC[C@H](CC1)O)C=1C=CC=2C(=NC(=CN2)NCC2=C3C(=CNC3=CC=C2)C)N1